NC=1C=C(C(=C(C(=O)OCC)C1)C=1C=NN(C1)CC)F Ethyl 5-amino-2-(1-ethyl-1H-pyrazol-4-yl)-3-fluorobenzoate